IC=1C=NN(C1)C(C(=O)NC1=C(C=C(C=C1)C(F)(F)F)C)(C)C 2-(4-iodo-1H-pyrazol-1-yl)-2-methyl-N-(2-methyl-4-(trifluoromethyl)phenyl)propanamide